ClC1=C(C(=CC(=C1)C)Cl)C1=CC(=C(C(=C1)C)F)[C@H](CC(=O)O)NC(C(C(C)C)N1C(C=C(C(=C1)CCN(C)C)C(F)(F)F)=O)=O (3S)-3-(2',6'-dichloro-4-fluoro-4',5-dimethylbiphenyl-3-yl)-3-(2-(5-(2-(dimethylamino)ethyl)-2-oxo-4-(trifluoromethyl)pyridin-1(2H)-yl)-3-methylbutanamido)propanoic acid